3-{[t-butyl-(diphenyl)silyl]oxy}undecan-1-ol C(C)(C)(C)[Si](OC(CCO)CCCCCCCC)(C1=CC=CC=C1)C1=CC=CC=C1